2-[2-(aminomethyl)-3,3-difluoro-allyl]-4-[[6-(1-ethylpyrazol-4-yl)benzothiophen-2-yl]methyl]-1,2,4-triazol-3-one NCC(CN1N=CN(C1=O)CC=1SC2=C(C1)C=CC(=C2)C=2C=NN(C2)CC)=C(F)F